tert-butyl 4-[2-ethyl-7-({8-fluoro-2-methylimidazo[1,2-a]pyridin-6-yl}carbamoyl)indazol-4-yl]-3,6-dihydro-2H-pyridine-1-carboxylate C(C)N1N=C2C(=CC=C(C2=C1)C=1CCN(CC1)C(=O)OC(C)(C)C)C(NC=1C=C(C=2N(C1)C=C(N2)C)F)=O